ClC(C1=CC=C(C=C1)C(Cl)(Cl)Cl)(Cl)Cl p-bis(trichloromethyl)benzene